(S)-1-(3-(Trifluoromethoxy)phenyl)ethylamine hydrochloride Cl.FC(OC=1C=C(C=CC1)[C@H](C)N)(F)F